ClC1=CC=C(C=C1)CCC1=CC=C2C(=N1)SC(=N2)N 5-(4-chlorophenyl-ethyl)thiazolo[5,4-b]pyridin-2-amine